ClC1=NC=CC(=N1)C1=NC=CC(=N1)C#CC=1C=C2C(=NN(C2=CC1)C(=O)OC(C)(C)C)F tert-Butyl 5-((2'-chloro-[2,4'-bipyrimidin]-4-yl)ethynyl)-3-fluoro-1H-indazole-1-carboxylate